2,3-dihydrothiophene 1,1-dioxide S1(CCC=C1)(=O)=O